(2S,4R)-4-(1,1-difluoroethyl)-2-(3-fluorophenyl)-N-((S,E)-4-(methylsulfonyl)but-3-en-2-yl)piperidine-1-carboxamide FC(C)(F)[C@H]1C[C@H](N(CC1)C(=O)N[C@@H](C)\C=C\S(=O)(=O)C)C1=CC(=CC=C1)F